1,3-bis(2,6-diisopropylphenyl)-1H-benzo[d]Imidazole C(C)(C)C1=C(C(=CC=C1)C(C)C)N1CN(C2=C1C=CC=C2)C2=C(C=CC=C2C(C)C)C(C)C